CC(C([2H])([2H])C1=CC(=NC=C1)C1=CC=2N3C4=C(C=CC=C4C2C=C1)C1=CC=CC=C13)(C)C 10-(4-(2,2-dimethylpropyl-1,1-d2)Pyridin-2-yl)indolo[3,2,1-jk]Carbazole